((1r,3r)-3-((4-methoxy-5-(3-methyl-[1,2,4]triazolo[4,3-a]pyridin-6-yl)-7H-pyrrolo[2,3-d]pyrimidin-2-yl)amino)-1-methylcyclobutyl)(pyrrolidin-1-yl)methanone COC=1C2=C(N=C(N1)NC1CC(C1)(C)C(=O)N1CCCC1)NC=C2C=2C=CC=1N(C2)C(=NN1)C